FC1=CC=C(C=C1)C1(CCC1)NC1=NC=C(C(=N1)C(F)(F)F)C(=O)O 2-{[(4-fluorophenyl)cyclobutyl]amino}-4-(trifluoromethyl)pyrimidine-5-carboxylic acid